thiodibutyrate S(CCCC(=O)[O-])CCCC(=O)[O-]